(5R,6aS)-5-fluoro-5-methyl-3-(trifluoromethyl)-5,6,6a,7,9,10-hexahydro-8H-pyrazino[1,2-a][1,8]naphthyridin F[C@@]1(C[C@@H]2N(C=3N=CC(=CC13)C(F)(F)F)CCNC2)C